N1(CCCCCC1)C=1C=C(C=CC1C1=NC=C2N1CCN(C2)CCC)NC(=O)C2CC2 N-[3-(azepan-1-yl)-4-(7-propyl-6,8-dihydro-5H-imidazo[1,5-a]pyrazin-3-yl)phenyl]cyclopropanecarboxamide